3-{4-[(piperidin-4-yl)amino]-1-(2,2,2-trifluoroethyl)-1H-indol-2-yl}prop-2-yn N1CCC(CC1)NC1=C2C=C(N(C2=CC=C1)CC(F)(F)F)C#CC